NC1=NC=CC(=C1)C[C@@H]1[C@H](N(C1=O)C(=O)N[C@H](CC)C1=C(C=CC(=C1)C)F)C(=O)N(C)C1=NN(C=C1)C (2S,3R)-3-((2-aminopyridin-4-yl)methyl)-N2-(1-methyl-1H-pyrazol-3-yl)-N1-((R)-1-(2-fluoro-5-methylphenyl)propyl)-N2-methyl-4-oxoazetidine-1,2-dicarboxamide